COC=1C(=CSC1)C1=NN2C(=NC=3C=CC=CC3C2=N1)N[C@H]1C(NCCCC1)=O (3R)-3-{[2-(4-methoxythiophen-3-yl)[1,2,4]triazolo[1,5-c]quinazolin-5-yl]amino}azepan-2-one